(S)-2-amino-N-(6-(benzylthio)pyridin-3-yl)-3-phenylpropionamide N[C@H](C(=O)NC=1C=NC(=CC1)SCC1=CC=CC=C1)CC1=CC=CC=C1